N-(bicyclo[1.1.1]pent-1-yl)-1-(2,2-diethoxyethyl)-6-(4-fluorophenyl)-4-hydroxy-2-oxo-1,2-dihydro-1,8-naphthyridine-3-carboxamide C12(CC(C1)C2)NC(=O)C=2C(N(C1=NC=C(C=C1C2O)C2=CC=C(C=C2)F)CC(OCC)OCC)=O